BrC=1N=C(C=C2C1OC(=CC2=O)C2=CC=NC=C2)C 8-bromo-6-methyl-2-(pyridin-4-yl)-4H-pyrano[2,3-c]pyridin-4-one